IC=1OC2=NC=CC=C2N1 2-iodooxazolo[5,4-b]pyridine